OCCN1CCN(CC1)CCCOC=1C(=C(C=CC1)C1=C(C(=CC=C1)OCCCN1C[C@@H](CC1)O)C)C (R)-1-(3-((3'-(3-(4-(2-hydroxyethyl)piperazin-1-yl)propoxy)-2,2'-dimethyl-[1,1'-biphenyl]-3-yl)oxy)propyl)pyrrolidin-3-ol